2-(3-pyridyl)thiazol N1=CC(=CC=C1)C=1SC=CN1